[Pb](I)I.C(C)(C)(C)N Tert-butylamine lead iodide salt